C(=O)O.C(C)(C)(C)NC(CN(C=1C2=C(N=C(N1)C1=NC=CC=C1C)CCC2)C)=O N-tert-butyl-2-[methyl[2-(3-methylpyridin-2-yl)-5H,6H,7H-cyclopenta[d]pyrimidin-4-yl]amino]acetamide formate